CCCCCCC(C)CCCCCCCCCCC(=O)SCCNC(=O)CCNC(=O)[C@@H](C(C)(C)COP(=O)([O-])OP(=O)([O-])OC[C@@H]1[C@H]([C@H]([C@@H](O1)N2C=NC3=C(N=CN=C32)N)O)OP(=O)([O-])[O-])O The molecule is a long-chain fatty acyl-CoA(4-) oxanion arising from deprotonation of the phosphate and diphosphate OH groups of 12-methyloctadecanoyl-CoA; major species at pH 7.3 It is a long-chain fatty acyl-CoA(4-) and a saturated fatty acyl-CoA(4-). It is a conjugate base of a 12-methyloctadecanoyl-CoA.